C(=O)=NC1=CC=C(C=C1)N carbonyl-1,4-phenylenediamine